3-(2-aminobenzyl)-6-bromoisobenzofuran-1(3H)-one NC1=C(CC2OC(C3=CC(=CC=C23)Br)=O)C=CC=C1